ClC=1N=C(C2=CC=CC=C2C1C=NO)C1=CC=CC=C1 N-[(3-chloro-1-phenylisoquinolin-4-yl)methylidene]hydroxylamine